Cl.C(C1=CC=CC=C1)OC=1C=C(C=CC1OC)C1=CC=C(C(=N1)N1CCC(CC1)NC(OC(C)(C)C)=O)C#N tert-butyl (1-(6-(3-(benzyloxy)-4-methoxyphenyl)-3-cyanopyridin-2-yl)piperidin-4-yl)carbamate hydrochloride